C(C(C)C)C=1C=CC(=C(C1)N1CCN(CC1)CC1=NC=C(C=C1)C(F)(F)F)C=1N=NNN1 1-[5-isobutyl-2-(2H-tetrazol-5-yl)phenyl]-4-[[5-(trifluoromethyl)-2-pyridyl]methyl]piperazine